ClC1=NC(=NC(=C1)C1=C(C=CC=C1C)C)NS(=O)(=O)C=1C=C(C(=O)O)C=CC1 3-[[4-Chloro-6-(2,6-dimethylphenyl)pyrimidin-2-yl]sulfamoyl]benzoic acid